S1C(=NC2=C1N=C(S2)C2=CC=[N+](C=C2)CC2=CC=C(C=C2)C(=O)O)C2=CC=[N+](C=C2)CC2=CC=C(C=C2)C(=O)O 4,4'-(thiazolo[5,4-d]thiazol-2,5-diyl)bis(1-(4-carboxybenzyl)pyridin-1-ium)